C1=C(C=CC2=CC=CC=C12)C1=NC(NC2=CC=CC=C12)(C1=CC=CC=C1)C1=CC=CC=C1 4-(Naphthalen-2-yl)-2,2-diphenyl-1,2-dihydroquinazoline